dicaffeoyl-spermine C(\C=C\C1=CC(O)=C(O)C=C1)(=O)N(CCCCN(CCCN)C(\C=C\C1=CC(O)=C(O)C=C1)=O)CCCN